1-(2-methoxybenzyl)piperazine COC1=C(CN2CCNCC2)C=CC=C1